N-(4'-((2-(1,1-difluoroethyl)-6-methylpyrimidin-4-yl)amino)-4-((dimethylamino)methyl)-[2,3'-bipyridyl]-6'-yl)acetamide FC(C)(F)C1=NC(=CC(=N1)NC1=C(C=NC(=C1)NC(C)=O)C1=NC=CC(=C1)CN(C)C)C